ClC=1C=C(C=CC1CC(C)C)C1=NC(=NO1)C1=CC=C(CN2CCC(CC2)(C(=O)O)CC2=CC=NC=C2)C=C1 1-{4-[5-(3-Chloro-4-isobutyl-phenyl)-[1,2,4]-oxadiazol-3-yl]-benzyl}-4-pyridin-4-ylmethyl-piperidine-4-carboxylic acid